6-((4-((tert-Butyldiphenylsilyl)oxy)butyl)(methyl)amino)-l-1-((2-((3-cyclohexyl-propanoyl)oxy)octyl)thio)undecyl cyclopentadecanecarboxylate C1(CCCCCCCCCCCCCC1)C(=O)OC(CCCCC(CCCCC)N(C)CCCCO[Si](C1=CC=CC=C1)(C1=CC=CC=C1)C(C)(C)C)SC[C@H](CCCCCC)OC(CCC1CCCCC1)=O